N,N-bis(trimethylsilyl)aminopropyl-triethoxysilane C[Si](N([Si](C)(C)C)CCC[Si](OCC)(OCC)OCC)(C)C